C1(CC1)C1=C(C=CC=C1)[C@H]1N(CCC1)C1CC2(C1)CCN(CC2)C2=CC=C(C(=O)OC)C=C2 Methyl (S)-4-(2-(2-(2-cyclopropylphenyl)pyrrolidin-1-yl)-7-azaspiro[3.5]nonan-7-yl)benzoate